(3-bromopropyl)cyclobutene BrCCCC1=CCC1